C(C)(C)(C)SC1=C(N(C2=CC=C(C=C12)OC)CC1=CC=C(C=C1)Cl)CC(C(=O)OCC)(C)C ethyl 3-(3-(tert-butylsulfanyl)-1-(4-chlorobenzyl)-5-methoxy-1H-indol-2-yl)-2,2-dimethylpropionate